tert-butyl 4-(4-{2-[4-({2,3,5-trifluoro-4-[(4-methoxyphenyl)methoxy]benzamido}methyl)bicyclo[2.2.2]octan-1-yl]-1,3-thiazol-4-yl}pyrimidin-2-yl)piperazine-1-carboxylate FC1=C(C(=O)NCC23CCC(CC2)(CC3)C=3SC=C(N3)C3=NC(=NC=C3)N3CCN(CC3)C(=O)OC(C)(C)C)C=C(C(=C1F)OCC1=CC=C(C=C1)OC)F